CC1CN(CC(N1)C)C=1C(=C2C(N(C(C2=C(C1)F)=O)C1C(NC(CC1)=O)=O)=O)F 5-(3,5-dimethylpiperazin-1-yl)-2-(2,6-dioxopiperidin-3-yl)-4,7-difluoroisoindoline-1,3-dione